ClC1=NC=C(C=C1)SC1CC1 chloro-5-(cyclopropylthio)pyridine